NC1=NC(=NC(=C1)N)C=1N=C(SC1)NC=1C=C(C=CC1C)NC(C1=CC=C(C=C1)CN1CCN(CC1)C)=O N-(3-((4-(4,6-Diaminopyrimidin-2-yl)thiazol-2-yl)amino)-4-methylphenyl)-4-((4-methylpiperazin-1-yl)methyl)benzamide